1,4-DIBROMO-2,3-DICHLOROHEXAFLUOROBUTANE BrC(C(C(C(Br)(F)F)(Cl)F)(Cl)F)(F)F